(5'S,7a'R)-1-(3-chloropyridin-2-yl)-5'-phenyltetrahydro-3'H-spiro[piperidine-4,2'-pyrrolo[2,1-b][1,3]oxazol]-3'-one ClC=1C(=NC=CC1)N1CCC2(C(N3[C@H](O2)CC[C@H]3C3=CC=CC=C3)=O)CC1